tert-butyl (cyclobutylmethyl)((3R)-1-(1-(1-(4-(5-(3-methylazetidin-1-yl)pyridin-3-yl)-1H-1,2,3-triazol-1-yl)ethyl)-2-oxo-1,2-dihydropyridin-4-yl)piperidin-3-yl)carbamate C1(CCC1)CN(C(OC(C)(C)C)=O)[C@H]1CN(CCC1)C1=CC(N(C=C1)C(C)N1N=NC(=C1)C=1C=NC=C(C1)N1CC(C1)C)=O